(R)-(+)-2,2',6,6'-Tetramethoxy-4,4'-bis(diphenylphosphino)-3,3'-bipyridine COC1=NC(=C(C(=C1)P(C2=CC=CC=C2)C3=CC=CC=C3)C4=C(N=C(C=C4P(C5=CC=CC=C5)C6=CC=CC=C6)OC)OC)OC